tert-Butyl 2-(oxetan-3-yl)-2,8-diazaspiro[4.5]decane-8-carboxylate O1CC(C1)N1CC2(CC1)CCN(CC2)C(=O)OC(C)(C)C